C1N(CCC2=CC=CC=C12)C[C@H](CN1CCOC2=C(C1=O)C=CC(=C2)CCC)O 4-[(2R)-3-(3,4-dihydro-1H-isoquinolin-2-yl)-2-hydroxy-propyl]-8-propyl-2,3-dihydro-1,4-Benzoxazepine-5-one